(S)-2-(((benzyloxy)carbonyl)-amino)-2-((1r,4S)-4-fluorocyclohexyl)acetic acid C(C1=CC=CC=C1)OC(=O)N[C@H](C(=O)O)C1CCC(CC1)F